C1N(CCC2=CC=CC=C12)S(=O)(=O)C1=CC=C(C=C1)NC(=O)NCC1=CN=CO1 1-[4-(3,4-Dihydro-1H-isoquinoline-2-sulfonyl)-phenyl]-3-oxazol-5-ylmethyl-urea